ClC1=C(C(=O)N2C[C@H]3C([C@H]3C2)C(=O)OCC)C=CC(=C1CC=1N(C2=CC(=CC(=C2C1)C)C(F)(F)F)C)Cl (1R,5S)-ethyl 3-(2,4-dichloro-3-((1,4-dimethyl-6-(trifluoromethyl)-1H-indol-2-yl)methyl)benzoyl)-3-azabicyclo[3.1.0]hexane-6-carboxylate